C(CCCCCC)C1=CC=C(C(=O)NC2=CC=C(C=C2)C(\C=C\C2=CC=C(C=C2)N(C)CCO)=O)C=C1 4-Heptyl-N-[4-[(E)-3-[4-[2-hydroxyethyl(methyl)amino]phenyl]prop-2-enoyl]phenyl]benzamide